C(C)N1N=C(C=C1C=1NC(=NN1)C1=C2C=NN(C2=CC(=C1)C(=O)N)CC[C@H](C)C1CCNCC1)C 4-[5-(1-ethyl-3-methyl-1H-pyrazol-5-yl)-4H-1,2,4-triazol-3-yl]-1-[(3S)-3-(piperidin-4-yl)butyl]-1H-indazole-6-carboxamide